O[C@@H](C1=CC(=C(N=N1)C1=C(C=C(C=C1)C(F)(F)F)O)C)[C@H]1CN(CCC1)C 2-(6-((R)-hydroxy((R)-1-methylpiperidin-3-yl)methyl)-4-methylpyridazin-3-yl)-5-(trifluoromethyl)phenol